C(#N)C1=CC(=NC=N1)C1=CC(=NN1)C(=O)N1C2(CC2)C[C@H](CC1)C(=O)NC1CCC(CC1)(C(F)(F)F)O (S)-4-(5-(6-cyanopyrimidin-4-yl)-1H-pyrazole-3-carbonyl)-N-((1R,4S)-4-hydroxy-4-(trifluoromethyl)cyclohexyl)-4-azaspiro[2.5]octane-7-carboxamide